B(O)(O)C=1C=C(C=CC1)CCCCC(=O)O 5-(3-boronophenyl)pentanoic acid